N-phenyl-4-(4,4,5,5-tetramethyl-1,3,2-dioxaborolan-2-yl)aniline bis(1,2,2,6,6-pentamethyl-4-piperidyl)sebacate CN1C(CC(CC1(C)C)OC(CCCCCCCCC(=O)OC1CC(N(C(C1)(C)C)C)(C)C)=O)(C)C.C1(=CC=CC=C1)NC1=CC=C(C=C1)B1OC(C(O1)(C)C)(C)C